6-Chloro-3-[(1R)-1-[3,6-dimethyl-4-oxo-2-(1H-pyrazol-4-yl)chromen-8-yl]ethoxy]pyridine-2-sulfonamide ClC1=CC=C(C(=N1)S(=O)(=O)N)O[C@H](C)C=1C=C(C=C2C(C(=C(OC12)C=1C=NNC1)C)=O)C